4-(1-tetrahydropyran-2-ylpyrazol-4-yl)-7-(4,4,5,5-tetramethyl-1,3,2-dioxaborolan-2-yl)-1,3-benzothiazole O1C(CCCC1)N1N=CC(=C1)C1=CC=C(C2=C1N=CS2)B2OC(C(O2)(C)C)(C)C